FC1(CN(C[C@@H]1OC1=CC(=NC=C1)C(F)(F)F)C=1C=2N(N=C(C1)C=1C(=NC(=NC1)OC)OC)C(=CN2)F)F (S)-8-(3,3-difluoro-4-((2-(trifluoromethyl)pyridin-4-yl)oxy)pyrrolidin-1-yl)-6-(2,4-dimethoxypyrimidin-5-yl)-3-fluoroimidazo[1,2-b]pyridazine